1,5-bis(3,4-dimethoxyphenyl)-1,4-pentadien-3-one COC=1C=C(C=CC1OC)C=CC(C=CC1=CC(=C(C=C1)OC)OC)=O